C(C)(C)(C)OC(=O)N1CCC(CC1)NC1=C(C=2C(=NC=CC2)N1COCC[Si](C)(C)C)C(=O)[O-] (1-(tert-butoxycarbonyl)piperidine-4-yl)amino-1-((2-(trimethylsilyl)ethoxy)methyl)-1H-pyrrolo[2,3-b]pyridine-3-carboxylate